ClC=1C=CC(=NC1)C=1C(=NN(C1O)C1=NC=C(C(=O)O)C=C1)C 6-(4-(5-chloropyridin-2-yl)-5-hydroxy-3-methyl-1H-pyrazol-1-yl)nicotinic acid